ClC1=NC=CC(=C1NC(OC(C)(C)C)=O)C1=NC=CC=C1F tert-butyl (2'-chloro-3-fluoro-[2,4'-bipyridin]-3'-yl)carbamate